BrC1=C(NC)C(=CC=C1)OC1CCCCC1 2-Bromo-6-(cyclohexyloxy)-N-methylaniline